tert-butyl 7-(6-((14-hydroxy-3,6,9,12-tetraoxatetradecyl)oxy)pyridin-3-yl)-5H-pyrido[4,3-b]indole-5-carboxylate OCCOCCOCCOCCOCCOC1=CC=C(C=N1)C=1C=CC=2C3=C(N(C2C1)C(=O)OC(C)(C)C)C=CN=C3